2-Chloro-pyridine-N-oxide ClC1=[N+](C=CC=C1)[O-]